3-amino-5,6-diphenyl-pyrazine-2-carbonitrile NC=1C(=NC(=C(N1)C1=CC=CC=C1)C1=CC=CC=C1)C#N